N-tert-butyl-1,1-dimethylallylamine C(C)(C)(C)NC(C=C)(C)C